COC(=O)C1=C(N(C(C=C1Br)=O)C)Cl.N[C@H]1CN(CCC1)C(=O)C1=CC=2N(C=C1)C(=C(N2)C=2N(C1=CC=CC=C1C2)C)C (R)-(3-aminopiperidin-1-yl)(3-methyl-2-(1-methyl-1H-indol-2-yl)imidazo[1,2-a]pyridin-7-yl)methanone methyl-4-bromo-2-chloro-1-methyl-6-oxo-1,6-dihydropyridine-3-carboxylate